4-(3-((1r,3R,5S,7r)-3,5-dimethyladamantan-1-yl)ureido)-N-(12-(hydroxyamino)-12-oxododecyl)benzamide C[C@]12CC3(CC(C[C@@](C1)(C3)C)C2)NC(NC2=CC=C(C(=O)NCCCCCCCCCCCC(=O)NO)C=C2)=O